6-amino-2-(hydroxymethyl)-7-(3-methoxy-2,6-dimethylphenyl)-7H-pyrrolo[2,3-d]pyrimidine NC1=CC2=C(N=C(N=C2)CO)N1C1=C(C(=CC=C1C)OC)C